ClC=1C=C2C(CN(CC2=C(C1)Cl)C)C1=CC=C(C=C1)S(=O)(=O)NC1=CC=C(C=C1)CP(O)(O)=O (4-(4-(6,8-dichloro-2-methyl-1,2,3,4-tetrahydroisoquinolin-4-yl)phenylsulfonamido)phenyl)methylphosphonic acid